rel-4-((2R,3S,5R)-3-(3,4-difluoro-2-(2-hydroxy-2-methylpropyloxy)phenyl)-5-methyl-5-(trifluoromethyl)tetrahydrofuran-2-carboxamido)pyridineamide FC=1C(=C(C=CC1F)[C@H]1[C@@H](O[C@](C1)(C(F)(F)F)C)C(=O)NC1=CC(=NC=C1)C(=O)N)OCC(C)(C)O |o1:8,9,11|